COC1(N(CCC1)C(=O)[O-])C(=O)[O-] methoxypyrrolidine-1,2-dicarboxylate